C(N)(=O)C=1C=C(C=CC1)C#CCN(C(C[C@H](N)C(=O)O)=O)C[C@@H]1[C@H]([C@H]([C@@H](C1)N1C=CC2=C1N=CN=C2Cl)O)O N4-(3-(3-carbamoylphenyl)prop-2-yn-1-yl)-N4-(((1R,2R,3S,4R)-4-(4-chloro-7H-pyrrolo[2,3-d]pyrimidin-7-yl)-2,3-dihydroxycyclopentyl)methyl)-L-asparagine